2-tert-butylamino-4-ethylamino-6-methylthio-1,3,5-triazine C(C)(C)(C)NC1=NC(=NC(=N1)NCC)SC